O1C=C(C2=C1C=CC=C2)C2=NNC1=C2C=NC(=C1)C#N 3-(benzofuran-3-yl)-1H-pyrazolo[4,3-c]pyridine-6-carbonitrile